NEOPENTYLBORONIC ACID C(C(C)(C)C)B(O)O